(3aS,7R,7aR)-7-(4-bromophenyl)hexahydroisobenzofuran-1(3H)-one BrC1=CC=C(C=C1)[C@@H]1CCC[C@@H]2COC([C@H]12)=O